2-((3H-imidazo[4,5-b]pyridin-2-yl)(2-methoxyphenyl)methyl)isoindolin-1-one N1=C(NC2=NC=CC=C21)C(N2C(C1=CC=CC=C1C2)=O)C2=C(C=CC=C2)OC